ClC=1C=C(OCC(=O)O)C=CC1C(F)F 2-[3-chloro-4-(difluoro-methyl)phenoxy]acetic acid